5-(((Z)-1-((1S,4S)-2,5-diazabicyclo[2.2.1]heptane-2-carbonyl)-5-fluoro-2-oxoindol-3-ylidene)methyl)-N-(2-(diethylamino)ethyl)-2,4-dimethyl-1H-pyrrole-3-carboxamide hydrochloride Cl.[C@@H]12N(C[C@@H](NC1)C2)C(=O)N2C(\C(\C1=CC(=CC=C21)F)=C/C2=C(C(=C(N2)C)C(=O)NCCN(CC)CC)C)=O